O=C1NC(CCC1N1C(C2=CC=C(C=C2C1=O)N1CCC(CC1)CN1CCNCC1)=O)=O 2-(2,6-dioxo-3-piperidinyl)-5-[4-(piperazin-1-ylmethyl)-1-piperidinyl]isoindoline-1,3-dione